(S)-3-mercapto-2-(methylamino)propionic acid SC[C@H](C(=O)O)NC